NC1CCN(CC1)C=1N=C(C(=C(C#N)C1)C1=C(C=C(C=C1)CC(C)(C)O)F)C1=CC(=C(C=C1)C#N)F 6-(4-aminopiperid-1-yl)-2-(4-cyano-3-fluorophenyl)-3-(2-fluoro-4-(2-hydroxyl-2-methylpropyl)phenyl)isonicotinonitrile